COC1=C(N)C=C(C=C1)C1(CC1)C1=NC=CC=C1 2-methoxy-5-[1-(pyridin-2-yl)cyclopropyl]aniline